BrCCCCCCC(=O)OC(C)(C)C tert-butyl 7-bromo-heptanoate